bis(5-amino-2-hydroxy-phenyl)methane NC=1C=CC(=C(C1)CC1=C(C=CC(=C1)N)O)O